N-(1-(4-(4-isopropyl-5-(8-methyl-[1,2,4]triazolo[1,5-a]pyridin-6-yl)-1H-pyrazol-3-yl)phenyl)ethyl)oxetan-3-amine C(C)(C)C=1C(=NNC1C=1C=C(C=2N(C1)N=CN2)C)C2=CC=C(C=C2)C(C)NC2COC2